ClC1=C2C(=NC(=C1Cl)C)NC(=C2)C(=O)O 4,5-dichloro-6-methyl-1H-pyrrolo[2,3-b]pyridine-2-carboxylic acid